2,4,6-Tris(2-hydroxy-3-methyl-4-propoxyethoxyphenyl)-1,3,5-triazine OC1=C(C=CC(=C1C)OCCOCCC)C1=NC(=NC(=N1)C1=C(C(=C(C=C1)OCCOCCC)C)O)C1=C(C(=C(C=C1)OCCOCCC)C)O